C(CC(C)C)OC=1C(C(=O)O)=CC=CC1.C(CC)(=O)OC=1C=C2C=3C=CCC3C1C2 1H-4,7-methanoinden-6-yl propionate Isoamyl-salicylate